BrC1=CC(=C(OC2=C(OC(=CC2=O)C)C2=CC=C(C=C2)S(=O)(=O)C)C=C1)F 3-(4-bromo-2-fluorophenoxy)-6-methyl-2-(4-(methylsulfonyl)phenyl)-4H-pyran-4-one